(1S,3R,4S)-2-((5-chloropyridin-3-yl)-L-alanyl)-N-((R)-1-cyano-2-((S)-2-oxopiperidin-3-yl)ethyl)-5,5-difluoro-2-azabicyclo[2.2.2]octane-3-carboxamide ClC=1C=C(C=NC1)N[C@@H](C)C(=O)N1[C@@H]2CC([C@H]([C@@H]1C(=O)N[C@H](C[C@H]1C(NCCC1)=O)C#N)CC2)(F)F